diisocyanatomethyl-bicyclo[2.2.1]heptane N(=C=O)C(N=C=O)C12CCC(CC1)C2